(R)-2,2,2-trifluoroethyl 2-((2-methylbutyl)((5-(trifluoromethyl)pyridin-2-yl)methyl)amino)-2-oxoacetate C[C@@H](CN(C(C(=O)OCC(F)(F)F)=O)CC1=NC=C(C=C1)C(F)(F)F)CC